Alpha-deutero-(S)-2-((t-Butoxycarbonyl) amino)-4-cyanobutyrate [2H][C@@](C(=O)[O-])(CCC#N)NC(=O)OC(C)(C)C